2-[6-amino-5-[8-[2-[3-(3-methoxy-3-methyl-azetidin-1-yl)prop-1-ynyl]-4-pyridyl]-3,8-diazabicyclo[3.2.1]octan-3-yl]pyridazin-3-yl]phenol NC1=C(C=C(N=N1)C1=C(C=CC=C1)O)N1CC2CCC(C1)N2C2=CC(=NC=C2)C#CCN2CC(C2)(C)OC